FC=1C=C(C=CC1)C(C(CN1N=C(N=C1)C(F)(F)F)C)=NN 1-(3-(3-fluorophenyl)-3-hydrazinylidene-2-methylpropyl)-3-(trifluoromethyl)-1H-1,2,4-triazole